BrC=1C=NN2C1CNCC2 3-Bromo-4,5,6,7-tetrahydropyrazolo[1,5-a]pyrazine